NC(C1=NC2=CC(=NC=C2C=C1)NC1=C(C=C(C=C1)N1N=CC=C1)F)C1CCNCC1 2-[amino(piperidin-4-yl)methyl]-N-[2-fluoro-4-(pyrazol-1-yl)phenyl]-1,6-naphthyridin-7-amine